Ethyl 2-amino-4,7-dihydro-5H-spiro[benzo[b]thiophene-6,1'-cyclopentane]-3-carboxylate NC1=C(C2=C(S1)CC1(CCCC1)CC2)C(=O)OCC